CC=1NC2=C(C=CC(=C2C1C)C1=C(C(=CC=C1)N1C(C(CC1)=C)=O)C)C(=O)N 2,3-dimethyl-4-(2-methyl-3-(3-methylene-2-oxopyrrolidin-1-yl)phenyl)-1H-indole-7-carboxamide